C(=O)OC=1C(=CC2=C(N=C(S2)SC)C1)C1=CC2=C(N=N1)N(C=C2)[C@@H]2[C@@H](C(NC(C2)(C)C)(C)C)F 6-{7-[(3S,4S)-3-fluoro-2,2,6,6-tetramethylpiperidin-4-yl]-7H-pyrrolo[2,3-c]pyridazin-3-yl}-2-(methylsulfanyl)-1,3-benzothiazol-5-ol formate